6-O-(4-aminobutyryl)-D-glucopyranose NCCCC(=O)OC[C@@H]1[C@H]([C@@H]([C@H](C(O)O1)O)O)O